C(C(=C)C)(=O)OC(=C)CCCCCCCOC(C(=C)C)=O 2,9-nonaendiol dimethacrylate